2-(5-amino-6-oxo-2-phenylpyrimidin-1(6H)-yl)-N-((1-(phenylsulfonyl)-1H-pyrrolo[3,2-c]pyridin-2-yl)methyl)acetamide NC1=CN=C(N(C1=O)CC(=O)NCC1=CC=2C=NC=CC2N1S(=O)(=O)C1=CC=CC=C1)C1=CC=CC=C1